FC1=CC=C(C=C1)[C@@H]1N(CCC2=CC=CC=C12)C(=O)OC[C@@H]1[C@H](CC1)N ((1S,2S)-2-aminocyclobutyl)methyl (S)-1-(4-fluorophenyl)-3,4-dihydroisoquinoline-2(1H)-carboxylate